1-((1s,4s)-4-fluorocyclohexyl)-N-(m-tolyl)piperidine-4-sulfonamide FC1CCC(CC1)N1CCC(CC1)S(=O)(=O)NC=1C=C(C=CC1)C